tert-Butyl 7-chloro-1-[5-(hydroxymethyl)-3-thienyl]-3,4-dihydroisoquinoline-2(1H)-carboxylate ClC1=CC=C2CCN(C(C2=C1)C1=CSC(=C1)CO)C(=O)OC(C)(C)C